2-[3-(4-methylpiperazin-1-yl)-1-[2-[[1-[2-(4-methylpiperazin-1-yl)-2-oxo-ethyl]pyrazol-4-yl]amino]-[1,2,4]triazolo[1,5-a]pyridin-8-yl]azetidin-3-yl]acetonitrile CN1CCN(CC1)C1(CN(C1)C=1C=2N(C=CC1)N=C(N2)NC=2C=NN(C2)CC(=O)N2CCN(CC2)C)CC#N